COC(=O)C1=C(N=NC=C1OC1=CC(=CC=C1)OC)O 3-hydroxy-5-(3-methoxyphenoxy)pyridazine-4-carboxylic acid methyl ester